NCCNC1=C2C3=C(C=NC2=CC=C1)SC1=C(C3=O)C=C(C=C1)F (2-Aminoethylamino)-10-fluoro-12H-benzothiopyrano[2,3-c]Quinolin-12-one